(1r,2r)-2-(methoxymethyl)cyclopropylamine, hydrochloride Cl.COC[C@H]1[C@@H](C1)N